ClC1=CC=C2C(NC(N(C2=C1)C1=CC=NN1)=O)=O 7-Chloro-1-(1H-pyrazol-5-yl)quinazoline-2,4(1H,3H)-dione